OC=1C=C(C=CC1O)C(C(=O)NCCC1=CC=C(C=C1)OCC1CCOCC1)=C (3,4-dihydroxyphenyl)-N-(4-((tetrahydro-2H-pyran-4-yl)methoxy)phenethyl)acrylamide